BrC=1C=CC2=C(C(=CO2)COC2=C(C(=CC=C2)F)CC(=O)OCC)C1 ethyl 2-(2-((5-bromobenzofuran-3-yl)methoxy)-6-fluorophenyl)acetate